C(CCCCCCCCCCCCCCC)O monocetyl alcohol